N1-cyano-N2-[(2-methylphenyl)[4-(propan-2-yl)phenyl]methyl]cyclopentane-1,2-dicarboxamide C(#N)NC(=O)C1C(CCC1)C(=O)NC(C1=CC=C(C=C1)C(C)C)C1=C(C=CC=C1)C